[2-[6-[4-(1-Tert-Butoxycarbonyl-4-piperidinyl)pyrazol-1-yl]-4-fluoro-1-oxo-isoindolin-2-yl]-2-(6,7-dihydro-5H-pyrrolo[1,2-c]imidazol-1-yl)acetyl]lithium oxide [O-2].C(C)(C)(C)OC(=O)N1CCC(CC1)C=1C=NN(C1)C1=CC(=C2CN(C(C2=C1)=O)C(C(=O)[Li])C1=C2N(C=N1)CCC2)F